methyl (S)-6-(1-(azetidin-3-yl)-1H-pyrazol-4-yl)-5-cyclobutoxy-2-methyl-3,4-dihydroquinoline-1(2H)-carboxylate N1CC(C1)N1N=CC(=C1)C=1C(=C2CC[C@@H](N(C2=CC1)C(=O)OC)C)OC1CCC1